C(C1=CC=CC=C1)OC=1C=C2CCNC(C2=CC1OC)\C=C\C1=C(C=CC(=C1)C=1C=NC(=CC1)OC)C 6-(benzyloxy)-7-methoxy-1-{(E)-2-[5-(6-methoxypyridin-3-yl)-2-methylphenyl]ethenyl}-1,2,3,4-tetrahydroisoquinoline